FC=1C=C2C(N(C(=NC2=CC1)CC1=CC=C(C(=O)NO)C=C1)C)=O 4-[(6-fluoro-3-methyl-4-oxo-3,4-dihydroquinazolin-2-yl)methyl]-N-hydroxybenzamide